C(C)OC(=O)C=1N(C=CC1)C(F)F (difluoromethyl)-1H-pyrrole-2-carboxylic acid ethyl ester